Ethyl 3-chloro-1-(4-methoxybenzyl)-6-oxo-1,6-dihydropyridine-2-carboxylate ClC1=C(N(C(C=C1)=O)CC1=CC=C(C=C1)OC)C(=O)OCC